C(C)(C)OC(=O)C=1C(=C(N2C=C(C=C2C1)C1=CN=CN1C)C(C)N1CCNCC1)C 6-methyl-2-(1-methyl-1H-imidazol-5-yl)-5-(1-(piperazin-1-yl)ethyl)indolizine-7-carboxylic acid isopropyl ester